FC1(CCN(CC1)CCF)C(=O)NC=1N=CC2=CC=C(C=C2C1)C=1C=NN(C1)C 4-fluoro-1-(2-fluoroethyl)-N-(6-(1-methyl-1H-pyrazol-4-yl)isoquinolin-3-yl)piperidine-4-carboxamide